CC1OC(OC1)=O 4-methyl-1,3-di-oxolan-2-one